ethyl 2-[(2-chloroacetyl)amino]-3-(2-chloro-6-fluoro-benzoyl)-5,6-dihydro-4H-cyclopenta[b]thiophene-6-carboxylate ClCC(=O)NC1=C(C2=C(S1)C(CC2)C(=O)OCC)C(C2=C(C=CC=C2F)Cl)=O